C(C)OC(=O)C=1N=C2N(C=C(N=C2NCC2CCN(CC2)C(=O)OC(C)(C)C)Br)C1 6-Bromo-8-[(1-tert-butoxycarbonyl-piperidin-4-ylmethyl)-amino]-imidazo[1,2-a]pyrazine-2-carboxylic acid ethyl ester